The molecule is a dihydrocarvone compound having the exocyclic isopropenyl double bond reduced and (R)-configuration. It has a role as an allergen. CC1=CC[C@H](CC1=O)C(C)C